C(C1=CC=CC=C1)[C@@H]1N(C(SC1)=S)C([C@H](C(\C=C\C1=CC=CC=C1)O)C)=O (2S,E)-1-((S)-4-benzyl-2-thioxothiazolidin-3-yl)-3-hydroxy-2-methyl-5-phenylpent-4-en-1-one